(R)-2-(tert-butyl)-4-(2,4-dimethoxybenzyl)-2,3,4,5-tetrahydropyrido[2,3-f][1,4]oxazepin-7-ol C(C)(C)(C)[C@H]1OC2=C(CN(C1)CC1=C(C=C(C=C1)OC)OC)N=C(C=C2)O